3-(4-((2-cyclopropylethyl)((1r,4r)-4-((thiazol-ylmethyl)amino)cyclohexyl)amino)-1-oxoisoindolin-2-yl)piperidine-2,6-dione C1(CC1)CCN(C1=C2CN(C(C2=CC=C1)=O)C1C(NC(CC1)=O)=O)C1CCC(CC1)NCC=1SC=CN1